BrC=1C=CC(=C(C1)CCC1=C(C=CC=C1F)C=1NCCN1)OC 2-[2-[2-(5-bromo-2-methoxyphenyl)-ethyl]-3-fluorophenyl]-4,5-dihydro-1H-imidazole